N1=CC=C(C=C1)C=1N=C(C2=C(N1)C=NC(=C2)CC(F)(F)F)O 2-(pyridin-4-yl)-6-(2,2,2-trifluoroethyl)pyrido[3,4-d]pyrimidin-4-ol